6-((4-((6-cyclopropylpyridin-3-yl)methoxy)-3-methoxyphenyl)(methyl)amino)-3-morpholinoquinoxaline-5-carbonitrile C1(CC1)C1=CC=C(C=N1)COC1=C(C=C(C=C1)N(C1=C(C=2N=C(C=NC2C=C1)N1CCOCC1)C#N)C)OC